C(C)(C)(C)OC(NC=1C(=NC(=C(C1)Cl)Cl)C)=O N-(5,6-dichloro-2-methyl-3-pyridinyl)carbamic acid tert-butyl ester